4-(((3S,4S)-3-Fluoro-1-(4-(3-phenyl-5,6-dihydroimidazo[1,2-d]pyrido[3,2-f][1,4]oxazepin-2-yl)benzyl)piperidin-4-yl)amino)pyrimidine-2-carbonitrile F[C@H]1CN(CC[C@@H]1NC1=NC(=NC=C1)C#N)CC1=CC=C(C=C1)C=1N=C2N(CCOC3=C2C=CC=N3)C1C1=CC=CC=C1